5-benzyl-3,3-diphenylpyrrolidin-2-one C(C1=CC=CC=C1)C1CC(C(N1)=O)(C1=CC=CC=C1)C1=CC=CC=C1